methyl 2-bromo-4-cyanobenzoate BrC1=C(C(=O)OC)C=CC(=C1)C#N